FC[C@@H]1CNCCN1 (S)-3-(fluoromethyl)piperazin